N-([1,2,4]triazolo[4,3-a]pyridin-6-yl)-2-(4-(dimethylamino)-1-oxo-6-(trifluoromethyl)phthalazin-2(1H)-yl)acetamide N=1N=CN2C1C=CC(=C2)NC(CN2C(C1=CC=C(C=C1C(=N2)N(C)C)C(F)(F)F)=O)=O